2-([1-(2-Chlorophenyl)-5-[3-(Cyclobutyl-methoxy)phenyl]-1H-pyrazol-3-yl]-methoxy)-2-methylpropanoic acid ClC1=C(C=CC=C1)N1N=C(C=C1C1=CC(=CC=C1)OCC1CCC1)COC(C(=O)O)(C)C